(+)-ethyl nipecotate N1CC(C(=O)OCC)CCC1